C(CCCCCCC\C=C/CCCCCCCC)(=O)OCC(COC(CCCCCCC\C=C/CCCCCCCC)=O)COC(CCCN1CC(C1)CO)=O 2-(((4-(3-(Hydroxymethyl)azetidin-1-yl)butanoyl)oxy)methyl)propane-1,3-diyl dioleate